2-(1-methyl-1H-pyrazol-4-yl)pyrazolo[1,5-a]pyridin-4-yl trifluoromethanesulfonate FC(S(=O)(=O)OC=1C=2N(C=CC1)N=C(C2)C=2C=NN(C2)C)(F)F